ClC1=NC=C(C(=N1)NC=1C=C2CCNC(C2=CC1)=O)C 6-[(2-chloro-5-methyl-pyrimidin-4-yl)amino]-3,4-dihydro-2H-isoquinolin-1-one